C1(=CC=CC2=CC=CC=C12)S(=O)[O-] (R)-1-naphthalenesulfinate